2-Phenylpropan-2-yl (Z)-3-amino-3-cyclopropylacrylate N\C(=C/C(=O)OC(C)(C)C1=CC=CC=C1)\C1CC1